C(C)OC(CC=1C=C(C=CC1)C(COCC(CS(=O)(=O)CC(=O)OCC)(C)C)(C(=O)NNC)C)=O Ethyl 2-((3-(2-(3-(2-ethoxy-2-oxoethyl)phenyl)-2-methyl-3-(2-methylhydrazineyl)-3-oxopropoxy)-2,2-dimethylpropyl)sulfonyl)acetate